N-(5-chloro-1,3-benzodioxol-4-yl)-7-[2-(4-methylpiperazin-1-yl)ethoxy]-5-(tetrahydro-2H-pyran-4-yloxy)quinazolin-4-amine ClC1=C(C2=C(OCO2)C=C1)NC1=NC=NC2=CC(=CC(=C12)OC1CCOCC1)OCCN1CCN(CC1)C